(1S)-6-chloro-1-{[(3S)-oxan-3-yl]methyl}-2-[4-(trifluoromethyl)pyrimidin-2-yl]-2,3,4,9-tetrahydro-1H-pyrido[3,4-b]indole ClC=1C=C2C3=C(NC2=CC1)[C@@H](N(CC3)C3=NC=CC(=N3)C(F)(F)F)C[C@H]3COCCC3